FC1=CC=C(C=C1)CCNN1CN=C(C=C1NC1=NC=CN=C1)N1CC(C1)N1CCCCC1 (S)-(1-{1-[2-(4-fluorophenyl)ethylamino]-6-(pyrazin-2-ylamino)pyrimidin-4-yl}azetidin-3-yl)piperidine